FC1=C2C(=NC(NC2=CC=C1)=O)N1CCCC2=C(C=CC=C12)C#CC1(CC1)C(F)(F)F 5-Fluoro-4-[5-[2-[1-(trifluoromethyl)cyclopropyl]ethynyl]-3,4-dihydro-2H-quinolin-1-yl]-1H-quinazolin-2-one